C1(=CC=C(C=C1)C1=C2C=CC=CC2=C(C2=C(C3=CC=CC=C3C(=C12)C1=CC=CC=C1)C1=CC=CC=C1)C1=CC=C(C=C1)C1=CC=CC=C1)C1=CC=CC=C1 5,12-bis(biphenyl-4-yl)-6,11-diphenyltetracene